C(CC)OC(CC)=O Propylpropionat